C12OCC(N(C1)C1=NC=C(C(=C1)N)Cl)C2 2-(2-oxa-5-azabicyclo[2.2.1]heptan-5-yl)-5-chloropyridin-4-amine